(3R,4R)-4-((S)-6-fluoro-5H-imidazo[5,1-a]isoindol-5-yl)tetrahydro-2H-pyran-3-ol FC1=C2[C@@H](N3C(C2=CC=C1)=CN=C3)[C@@H]3[C@H](COCC3)O